4-(7-benzyl-1-(2-isopropylphenyl)-2-oxo-1,2,7,8-tetrahydropyrido[3,4-d]Pyrimidine-4-yl)-3-ethylpiperazine-1-carboxylic acid-1-tert-butyl ester C(C)(C)(C)OC(=O)N1CC(N(CC1)C=1C2=C(N(C(N1)=O)C1=C(C=CC=C1)C(C)C)CN(C=C2)CC2=CC=CC=C2)CC